(2-{[2-(aminomethyl)-6-chloro-4-(pyrazin-2-yl)phenyl]sulfanyl}pyridin-3-yl)methanol HCl salt Cl.NCC1=C(C(=CC(=C1)C1=NC=CN=C1)Cl)SC1=NC=CC=C1CO